[Si](C)(C)(C(C)(C)C)OC1CCC(CC12CCCCC2)C2=NN(C=C2CN(CCN(C(OC(C)(C)C)=O)C)C)C2OCCCC2 tert-Butyl N-(2-([(3-{5-[(tert-butyldimethylsilyl)oxy]spiro[5.5]undecan-2-yl}-1-(oxan-2-yl)-1H-pyrazol-4-yl)methyl](methyl)amino)ethyl)-N-methylcarbamate